CN(CCCNC)CCCNC N,N'-dimethyl-N-(3-methylamino-propyl)-propane-1,3-diamine